1,4-dihydroxy-2,2,6,6-tetramethyl-piperidinium 2-hydroxy-1,2,3-propanetricarboxylate OC(CC(=O)[O-])(CC(=O)[O-])C(=O)[O-].O[NH+]1C(CC(CC1(C)C)O)(C)C.O[NH+]1C(CC(CC1(C)C)O)(C)C.O[NH+]1C(CC(CC1(C)C)O)(C)C